N1(CCNCC1)C1=CC=C(C=C1)NC1=NC=CC(=N1)C=1C=C2C=NC(=NC2=CC1)N1CCCC1 N-(4-(piperazin-1-yl)phenyl)-4-(2-(pyrrolidin-1-yl)quinazolin-6-yl)pyrimidin-2-amine